4-(4-(1-(2-((2-((2-(tert-butoxy)-2-oxoethyl)amino)-2-oxoethyl)amino)-2-oxoethyl)-1'-methyl-1H,1'H-[4,6'-biindazol]-3-yl)piperidin-1-yl)-4-oxobutanoic acid C(C)(C)(C)OC(CNC(CNC(CN1N=C(C=2C(=CC=CC12)C1=CC=C2C=NN(C2=C1)C)C1CCN(CC1)C(CCC(=O)O)=O)=O)=O)=O